5-methoxybenzotriazol COC1=CC2=C(NN=N2)C=C1